C12(OCC(C1)C2)C(=O)N2CC1NS(C=3C(OCC1CC2)=C(N(C3)C)C(=O)NC3=CC(=C(C=C3)F)C)(=O)=O 7-(2-oxabicyclo[2.1.1]hexane-1-carbonyl)-N-(4-fluoro-3-methylphenyl)-2-methyl-5,5a,6,7,8,9,9a,10-octahydro-2H-pyrido[3,4-f]pyrrolo[3,4-b][1,4,5]oxathiazocine-1-carboxamide 4,4-dioxide